4-cyclobutylmethyl-4-phenyl-6-chloro-1,3-benzoxazine-2(4H)-one C1(CCC1)CC1(NC(OC2=C1C=C(C=C2)Cl)=O)C2=CC=CC=C2